2-[6-(2-hydroxypropan-2-yl)pyridin-3-yl]-6-methyl-4-[2-(2,2,2-trifluoroethoxy)phenyl]-2,3-dihydro-1H-pyrrolo[3,4-c]pyridin-1-one OC(C)(C)C1=CC=C(C=N1)N1CC=2C(=NC(=CC2C1=O)C)C1=C(C=CC=C1)OCC(F)(F)F